3-fluoro-4-([2-[(1R)-1-hydroxy-1-(1-methylpiperidin-4-yl)ethyl]-1,6-naphthyridin-7-yl]amino)-[1,1-biphenyl]-3-carboxylic acid FC1(CC(=CC=C1NC1=NC=C2C=CC(=NC2=C1)[C@@](C)(C1CCN(CC1)C)O)C1=CC=CC=C1)C(=O)O